C1=CC=CC2=C1C(C1=C(O2)C2=C(O1)C=CC=C2)=O Benzofuro[3,2-b][1]benzopyran-11-one